FC(C=1C(=C(C=CC1)[C@@H](C)NC1=CN=NC2=CC=C(C=C12)N1CCC(CC1)OC)F)F (R)-N-(1-(3-(difluoromethyl)-2-fluorophenyl)ethyl)-6-(4-methoxypiperidin-1-yl)cinnolin-4-amine